5-(4-((2-(3-ethylureido)-6-methylpyridin-4-yl)methyl)piperazin-1-yl)-N-methylpicolinamide C(C)NC(NC1=NC(=CC(=C1)CN1CCN(CC1)C=1C=CC(=NC1)C(=O)NC)C)=O